[Sn].[Ca].[Pb] Lead-calcium-tin